CC1=C(C(=CC=C1)C)N1CCOC2(C1)CC(C(C(C2)(C)C)=O)C#N 4-(2,6-dimethylphenyl)-10,10-dimethyl-9-oxo-1-oxa-4-azaspiro[5.5]undecane-8-carbonitrile